(+/-)-trans-methyl 3-((5-fluoro-2-(5-fluoro-4-methyl-1-tosyl-1H-pyrrolo[2,3-b]pyridine-3-yl)pyrimidin-4-yl)amino)bicyclo[2.2.2]octane-2-carboxylate FC=1C(=NC(=NC1)C1=CN(C2=NC=C(C(=C21)C)F)S(=O)(=O)C2=CC=C(C)C=C2)NC2C(C1CCC2CC1)C(=O)OC